tert-Butyl ((1S,3S)-3-((5-(2-oxoquinolin-1(2H)-yl)pyridin-2-yl)amino)cyclopentyl)carbamate O=C1N(C2=CC=CC=C2C=C1)C=1C=CC(=NC1)N[C@@H]1C[C@H](CC1)NC(OC(C)(C)C)=O